(+)-N-(5-(1-amino-1-(4-carbamoylphenyl)-3-cyclopropyl)-2-fluorophenyl)-1-(3-(aminomethyl)phenyl)-3-cyano-1H-pyrazole-5-carboxamide NC1(CC1C=1C=CC(=C(C1)NC(=O)C1=CC(=NN1C1=CC(=CC=C1)CN)C#N)F)C1=CC=C(C=C1)C(N)=O